(1S,2S,4R,5R,6S)-rel-2-amino-4-methylbicyclo[3.1.0]hexane-2,6-dicarboxylic acid N[C@@]1([C@@H]2[C@H]([C@@H]2[C@@H](C1)C)C(=O)O)C(=O)O |o1:1,2,3,4,5|